C(C)C1(COC1)COCC1(COC1)CC bis(3-ethyl-3-oxetanylmethyl)ether